tert-butyl 4-[1-(2,6-dioxo-3-piperidyl)-3-methyl-2-oxo-benzimidazol-5-yl]-piperidine-1-carboxylate O=C1NC(CCC1N1C(N(C2=C1C=CC(=C2)C2CCN(CC2)C(=O)OC(C)(C)C)C)=O)=O